ClC=1C(=NC=CC1)O[C@@H]1CNCC1 (S)-3-chloro-2-(pyrrolidin-3-yloxy)pyridine